3-(3-(methylsulfonyl)phenyl)prop-2-yn-1-yl methanesulfonate CS(=O)(=O)OCC#CC1=CC(=CC=C1)S(=O)(=O)C